NC1=CC=C(OCCCOC2=CC=C(C=C2)N)C=C1 1,3-bis-(4-aminophenoxy)propane